imino-oxo-(trifluoromethyl)-λ6-sulfane N=S(C(F)(F)F)=O